CC=1C=C(C=C(C1)C(F)(F)F)N(C1=CC=C(C=N1)C(=O)O)CCC 6-{[3-methyl-5-(trifluoromethyl)phenyl](propyl)amino}pyridine-3-carboxylic Acid